4-(cyclopentylamino)-2-((4-(dimethyl-phosphoryl)-2-methoxyphenyl)amino)-7H-pyrrolo[2,3-d]pyrimidine-5-carbonitrile C1(CCCC1)NC=1C2=C(N=C(N1)NC1=C(C=C(C=C1)P(=O)(C)C)OC)NC=C2C#N